tert-butyl (E)-4-(3-ethoxy-3-oxo-1-(4,4,5,5-tetramethyl-1,3,2-dioxaborolan-2-yl)prop-1-en-1-yl)piperidine-1-carboxylate C(C)OC(/C=C(\B1OC(C(O1)(C)C)(C)C)/C1CCN(CC1)C(=O)OC(C)(C)C)=O